5-chloro-1-(triisopropylsilyl)-1H-indole ClC=1C=C2C=CN(C2=CC1)[Si](C(C)C)(C(C)C)C(C)C